C(CCCSSCCCCCCO[C@@H]1[C@@H]([C@H]([C@H]([C@H](O1)C(=O)O)O)O)O)CCO[C@@H]2[C@@H]([C@H]([C@H]([C@H](O2)C(=O)O)O)O)O The molecule is an oligosaccharide derivative consisting of two alpha-D-galacturonosyloxy monosaccharide units linked via a dithiodihexyl divalent group. One of a panel of synthetic oligosaccharide derivatives designed to reveal a critical role of the rare aminosugar 2-acetamido-4-amino-2,4-dideoxy-D-fucose (2-acetamido-4-amino-2,4,6-trideoxy-D-galactose; D-AAT) for serotype 1 immune recognition (PMID:29632881). It is an oligosaccharide derivative and an organic disulfide.